2-(2-bromoethyl)benzaldehyde BrCCC1=C(C=O)C=CC=C1